[Li].O1C=CC2=C1C=CC=C2 benzofuran lithium salt